N-((S)-3-Cyclohexyl-1-(((S)-4-hydroxy-3-oxo-1-((S)-2-oxopyrrolidin-3-yl)butan-2-yl)amino)-1-oxopropan-2-yl)-9-hydroxy-9H-fluorene-9-carboxamide C1(CCCCC1)C[C@@H](C(=O)N[C@@H](C[C@H]1C(NCC1)=O)C(CO)=O)NC(=O)C1(C2=CC=CC=C2C=2C=CC=CC12)O